FC=1C(=C2C(=NC1)NN=C2)C=2C(=NN1C2CC[C@](C1)(C([2H])([2H])[2H])C([2H])([2H])F)C1=NC=C(C=C1)F (S)-5-Fluoro-4-(6-(fluoromethyl-d2)-2-(5-fluoropyridin-2-yl)-6-(methyl-d3)-4,5,6,7-tetrahydropyrazolo[1,5-a]pyridin-3-yl)-1H-pyrazolo[3,4-b]pyridine